CC1=C(C(=CC=C1)C)NC1=NN(C2=NC(=NC=C21)NC2=CC=C1CCNCC1=C2)C 7-((3-((2,6-dimethylphenyl)amino)-1-methyl-1H-pyrazolo[3,4-d]pyrimidin-6-yl)amino)-1,2,3,4-tetrahydroisoquinolin